tert-butyl (3-((1-((tert-butyldiphenylsilyl)oxy)-3-cyanopropan-2-yl)amino)propyl)(methyl)-carbamate [Si](C1=CC=CC=C1)(C1=CC=CC=C1)(C(C)(C)C)OCC(CC#N)NCCCN(C(OC(C)(C)C)=O)C